tert-Butyl 3-(2-methylpyrazolo[1,5-a]pyrimidin-7-yl)piperidine-1-carboxylate CC1=NN2C(N=CC=C2C2CN(CCC2)C(=O)OC(C)(C)C)=C1